2-mercapto-1,3-dimethylmercapto-propane SC(CSC)CSC